C1(=CC=CC=C1)S(=O)(=O)N1[C@@H](CCC1)C(=O)N[C@@H](CC1=CC=C(C=C1)OC(=O)N1CCCC1)C(=O)O N-(benzenesulfonyl)-L-prolyl-L-O-(1-pyrrolidinylcarbonyl)tyrosine